NC1=NC2=NC=C(N=C2C(=N1)N)CN(C=O)C1=CC=C(C(=O)N[C@H](C(=O)OC)CCCNC(=O)C=2SC(=CC2)[N+](=O)[O-])C=C1 Methyl (S)-2-(4-(N-((2,4-diaminopteridin-6-yl)methyl)formamido)benzamido)-5-(5-nitrothiophene-2-carboxamido)pentanoate